ClC1=CC(=C(C=C1)[C@]1(OC2=C(O1)C=CC=C2C2CCN(CC2)CC2=NC1=C(N2CC2=CN=CN2CC)C=CC=C1)C)F 2-({4-[(2R)-2-(4-Chloro-2-fluorophenyl)-2-methyl-1,3-benzodioxol-4-yl]piperidin-1-yl}methyl)-1-[(1-ethyl-1H-imidazol-5-yl)methyl]-1H-benzimidazol